CC1=C(C(=NO1)C)S(=O)(=O)N1CC2=C(C1)CN(C2)C([C@@H](C2=CC=CC=C2)O)=O (2R)-1-{5-[(dimethyl-1,2-oxazol-4-yl)sulfonyl]-1H,2H,3H,4H,5H,6H-pyrrolo[3,4-c]pyrrol-2-yl}-2-hydroxy-2-phenylethan-1-one